strontium phosphate salt P(=O)([O-])([O-])[O-].[Sr+2].P(=O)([O-])([O-])[O-].[Sr+2].[Sr+2]